C(C)(C)(C)OC(=O)N1C(CC1)(C=1N=NC=CC1)C1=C(C=C(C=C1)C1=CC2=CN(N=C2C(=C1)OC)C)OCOC [4-(7-methoxy-2-methyl-2H-indazol-5-yl)-2-(methoxymethoxy)phenyl]-pyridazin-3-ylazetidine-1-carboxylic acid tert-butyl ester